O=CCOCCC(=O)OC(C)(C)C tert-Butyl 3-(2-oxoethoxy)propanoate